(R)-N-(1-(4-(5-phenyl-1,2,4-oxadiazol-3-yl)phenyl)ethyl)pyrazin-2-amine C1(=CC=CC=C1)C1=NC(=NO1)C1=CC=C(C=C1)[C@@H](C)NC1=NC=CN=C1